N-(4-((4-(3,5-Dichlorophenyl)piperazin-1-yl)sulfonyl)phenyl)-5-(hydroxymethyl)-2-(N-methylmethylsulfonamido)benzamide ClC=1C=C(C=C(C1)Cl)N1CCN(CC1)S(=O)(=O)C1=CC=C(C=C1)NC(C1=C(C=CC(=C1)CO)N(S(=O)(=O)C)C)=O